4-(2-chloro-4-(4-fluorobenzoyl)phenylthio)phenyldiphenylsulfonium hexafluoroantimonate F[Sb-](F)(F)(F)(F)F.ClC1=C(C=CC(=C1)C(C1=CC=C(C=C1)F)=O)SC1=CC=C(C=C1)[S+](C1=CC=CC=C1)C1=CC=CC=C1